C(C)S(=O)(=O)CC(C(=O)O)CCC(=O)O 2-[(ethylsulfonyl)methyl]glutaric acid